C(C)(C)(C)C=1C=C(C(=CC1)O)O 4-tert-butyl-benzene-1,2-diol